C(#N)C1(CC1)C=1C=CC(=NC1)C#N 5-(1-cyanocyclopropyl)pyridine-2-carbonitrile